BrC1=C(C(=CC=C1)Br)CCOC 1,3-Dibromo-2-(2-methoxyethyl)benzene